COC1=CC=2CCN3[C@H](C2C=C1OCC1=CC=C(C=C1)C(F)(F)F)CC1=C(C3)NC=3C=CC(=CC31)OC (S)-3,12-dimethoxy-2-((4-(trifluoromethyl)benzyl)oxy)-5,6,8,9,14,14a-hexahydroindolo[3',2':4,5]pyrido[2,1-a]isoquinoline